1-{4-[5-cyclopropyl-3-(trifluoromethyl)pyrazol-1-yl]phenyl}methanamine C1(CC1)C1=CC(=NN1C1=CC=C(C=C1)CN)C(F)(F)F